(1-phenylazetidin-3-yl)methanamine C1(=CC=CC=C1)N1CC(C1)CN